C(C)N(C(=O)C1=CN=C(N1C)C1=NOC(=N1)C1CCN(CC1)C(=O)OC(C)(C)C)C=1C=NC=CC1 tert-butyl 4-(3-(5-(ethyl(pyridin-3-yl)carbamoyl)-1-methyl-1H-imidazole-2-yl)-1,2,4-oxadiazole-5-yl)piperidine-1-carboxylate